tert-Butyl N-[(3S)-1-(6-bromo-3-nitroquinolin-4-yl)piperidin-3-yl]carbamate BrC=1C=C2C(=C(C=NC2=CC1)[N+](=O)[O-])N1C[C@H](CCC1)NC(OC(C)(C)C)=O